(6-(trifluoromethyl)quinoline-4-carbonyl)glycine [[5-[2-[4-(trifluoromethyl)anilino]-3-pyridyl]-1,3,4-oxadiazol-2-yl]methyl]carbamate FC(C1=CC=C(NC2=NC=CC=C2C2=NN=C(O2)CNC(O)=O)C=C1)(F)F.FC(C=1C=C2C(=CC=NC2=CC1)C(=O)NCC(=O)O)(F)F